C[C@@H]1CC[C@H]([C@@H]2[C@H]3C(CC[C@@]312)=C)C(C)C (1R,5S,6R,7S,10R)-10-methyl-4-methylidene-7-propan-2-yltricyclo[4.4.0.01,5]decane